tert-butyl [3-(iodomethyl)azetidin-1-yl]carboxylate ICC1CN(C1)C(=O)OC(C)(C)C